2-amino-5-bromo-6-(trifluoromethyl)pyridine-3-carboxylic acid methyl ester COC(=O)C=1C(=NC(=C(C1)Br)C(F)(F)F)N